ClC=1C(=NC(=NC1)NC1CN(CC1)[C@@H](C(=O)N1CCC(CC1)CN1CCNCC1)C)C1=CNC2=CC=CC=C12 (R)-2-(3-((5-chloro-4-(1H-indol-3-yl)pyrimidin-2-yl)amino)pyrrolidin-1-yl)-1-(4-(piperazin-1-ylmethyl)piperidin-1-yl)propan-1-one